Cl(=O)(=O)(=O)O.[N+](=O)(O)[O-] nitric acid, perchlorate salt